I[SiH](N([SiH](I)I)CCCC)I 1,1,3,3-tetraiodo-2-n-butyldisilazane